thiomorpholine-1,1-dioxide hydrochloride Cl.N1CCS(CC1)(=O)=O